D-5-methyl-2-(1-methyl-1H-imidazol-2-yl)pyrrolo[2,1-f][1,2,4]triazin-4-amine trifluoroacetate salt FC(C(=O)O)(F)F.CC=1C=CN2N=C(N=C(C21)N)C=2N(C=CN2)C